N1-(5-(3-((4-fluorobenzyl)sulfonyl)-5-morpholinophenyl)pyrimidin-2-yl)ethane-1,2-diamine FC1=CC=C(CS(=O)(=O)C=2C=C(C=C(C2)N2CCOCC2)C=2C=NC(=NC2)NCCN)C=C1